1-(2-methoxyethyl)-5-(4,4,5,5-tetramethyl-1,3,2-dioxaborolan-2-yl)indoline COCCN1CCC2=CC(=CC=C12)B1OC(C(O1)(C)C)(C)C